Cl.N(=[N+]=[N-])C[C@H]1NC[C@H](C1)C1=CC(=C(C=C1)OC(F)F)OCC1CC1 (2S,4R)-2-(azidomethyl)-4-(3-(cyclopropylmethoxy)-4-(difluoromethoxy)phenyl)pyrrolidine hydrochloride